tri(tribromophenyl)triazine (±)-methyl-2-bromo-4-(3-(4,5-dichloro-1-methyl-1H-indole-2-carboxamido)tetrahydrofuran-3-yl)benzoate COC(C1=C(C=C(C=C1)[C@]1(COCC1)NC(=O)C=1N(C2=CC=C(C(=C2C1)Cl)Cl)C)Br)=O.BrC1=C(C(=C(C=C1)C1=C(C(=NN=N1)C1=C(C(=C(C=C1)Br)Br)Br)C1=C(C(=C(C=C1)Br)Br)Br)Br)Br |r|